C(C)N1C2=NC(=NC(=C2N=C1)NCC=1C=NC(=CC1)C=1OC=CN1)C=1C=NC=CC1 9-ethyl-N-((6-(oxazol-2-yl)pyridin-3-yl)methyl)-2-(pyridin-3-yl)-9H-purin-6-amine